(S)-tert-butyl 4-(4-(2-(hydroxymethyl) pyrrolidin-1-yl)-2-((1-(3,4,5-trimethoxyphenyl)-1H-imidazol-4-yl) amino) quinazolin-7-yl)-5,6-dihydropyridine-1(2H)-carboxylate OC[C@H]1N(CCC1)C1=NC(=NC2=CC(=CC=C12)C1=CCN(CC1)C(=O)OC(C)(C)C)NC=1N=CN(C1)C1=CC(=C(C(=C1)OC)OC)OC